N-(1-methylcyclopropyl)-4-[(2S)-2-methylmorpholin-4-yl]-9H-pyrimido[4,5-b]indole-7-sulfonamide CC1(CC1)NS(=O)(=O)C1=CC=C2C3=C(NC2=C1)N=CN=C3N3C[C@@H](OCC3)C